CC1=C(C=C(C(=O)NC=2C=NC=C(C2)C(F)(F)F)C=C1)OC1CN(C1)C=1C=NN2C1N=C(C=C2)N2CCC(CC2)N2CCOCC2 4-methyl-3-((1-(5-(4-morpholinopiperidin-1-yl)pyrazolo[1,5-a]pyrimidin-3-yl)azetidin-3-yl)oxy)-N-(5-(trifluoromethyl)pyridin-3-yl)benzamide